[Si](C)(C)(C(C)(C)C)N=S(=O)(N)C1=CC(=CC(=C1)C(C)(C)O)F N'-(tert-butyldimethylsilyl)-3-fluoro-5-(2-hydroxypropan-2-yl)benzenesulfonimidamide